5'-chloro-2'-({[(3-ethyl-1,2-oxazol-5-yl)methyl](methyl)amino}methyl)-7',8'-dihydro-6'H-spiro[cyclohexane-1,9'-furo[2,3-f]quinazoline]-7'-one ClC=1C=C2C(=C3C4(NC(NC13)=O)CCCCC4)OC(=C2)CN(C)CC2=CC(=NO2)CC